FC1=C(C(=C(C(=C1[B-](C1=C(C(=C(C(=C1F)F)F)F)F)(C1=C(C(=C(C(=C1F)F)F)F)F)C1=C(C(=C(C(=C1F)F)F)F)F)F)F)F)F.C(C)(C)C1=CC=2C(C3=CC=CC=C3SC2C=C1)=O 2-isopropylthioxanthone tetrakis(pentafluorophenyl)borate